1-methylpyrazole-5-carboxaldehyde CN1N=CC=C1C=O